4-chloro-N-(1-(1-methylpiperidin-4-yl)-1H-pyrazol-4-yl)pyrimidin-2-amine ClC1=NC(=NC=C1)NC=1C=NN(C1)C1CCN(CC1)C